ClCC(CC1(N(CC1)C(=O)OC(C)(C)C)C(=O)OC)=C 1-(tert-butyl) 2-methyl 2-(2-(chloromethyl)allyl)azetidine-1,2-dicarboxylate